tert-butyl (4,6-dimethoxypyrimidin-2-yl)carbamate COC1=NC(=NC(=C1)OC)NC(OC(C)(C)C)=O